1-((2R,5S)-3-(4-Cyano-3-(trifluoromethyl)phenyl)-2-(trifluoromethyl)oxazolidin-5-carbonyl)piperidin-4-carboxamid C(#N)C1=C(C=C(C=C1)N1[C@H](O[C@@H](C1)C(=O)N1CCC(CC1)C(=O)N)C(F)(F)F)C(F)(F)F